C1=C(C=CC2=CC=CC=C12)OC(C(=C)F)=O.FC1=C(C2=C(C(=C(C(=C2C(=C1F)F)F)F)F)F)[B-](C1=C(C(=C(C2=C(C(=C(C(=C12)F)F)F)F)F)F)F)(C1=C(C(=C(C2=C(C(=C(C(=C12)F)F)F)F)F)F)F)C1=C(C(=C(C2=C(C(=C(C(=C12)F)F)F)F)F)F)F.C(C)(C)(C)[NH+](C(C)(C)C)C(C)(C)C tri-(t-butyl)ammonium tetrakis-(perfluoronaphthyl)borate naphthalen-2-yl-2-fluoroacrylate